COC=1C=CC(=NC1)C1=NN=C(O1)C=O (5-(5-methoxypyridin-2-yl)-1,3,4-oxadiazol-2-yl)methanone